N-(5-(tert-butyl)isoxazol-3-yl)-4-methyl-3-((1-(pyrazolo[1,5-a]pyrazin-3-yl)azetidin-3-yl)oxy)benzamide C(C)(C)(C)C1=CC(=NO1)NC(C1=CC(=C(C=C1)C)OC1CN(C1)C=1C=NN2C1C=NC=C2)=O